potassium sulfide sodium [Na+].[S-2].[K+]